6-(4-(3,8-diazabicyclo-[3.2.1]octan-3-yl)-8-fluoro-2-(((2R,7aS)-2-fluorotetra-hydro-1H-pyrrolizin-7a(5H)-yl)methoxy)quinazolin-7-yl)-5-cyclopropyl-4-methyl-pyridin-2-amine C12CN(CC(CC1)N2)C2=NC(=NC1=C(C(=CC=C21)C2=C(C(=CC(=N2)N)C)C2CC2)F)OC[C@]21CCCN1C[C@@H](C2)F